[Br-].C(CCCCCCCCCCC)[N+](C)(C)CCO dodecyl-(2-hydroxyethyl)dimethylammonium bromide